2-(2,4-dichlorophenyl)-1-methyl-1H-pyrrole-3-carbonitrile ClC1=C(C=CC(=C1)Cl)C=1N(C=CC1C#N)C